1-((3-exo)-3-((4-((5-methyl-1H-pyrazol-3-yl)amino)thieno[3,2-d]pyrimidin-2-yl)amino)-9-azabicyclo[3.3.1]nonan-9-yl)-2-morpholinoethane-1-one CC1=CC(=NN1)NC=1C2=C(N=C(N1)NC1CC3CCCC(C1)N3C(CN3CCOCC3)=O)C=CS2